ClC=1C=C(C=CC1Cl)C=1N=C(SC1SC(C)C)N1N=C(C(=C1C(=O)O)C1=CC=C(C=C1)C(F)(F)F)C 1-(4-(3,4-dichlorophenyl)-5-(isopropylthio)thiazol-2-yl)-3-methyl-4-(4-(trifluoromethyl)phenyl)-1H-pyrazole-5-carboxylic acid